CC1=CC(CC(C1)(C)C)=O 3,5,5-trimethyl-2-cyclohexene-1-On